C(C1=CC=CC=C1)OC=1C(=C(C=C(C1C(=O)N1CC2=CC=CC(=C2C1)[N+](=O)[O-])CC1=CC=C(C=C1)S(=O)(=O)[O-])CC1=CC=C(C=C1)S(=O)(=O)[O-])C 5-(benzyloxy)-4-methyl-6-(4-nitroisoindoline-2-carbonyl)-1,3-phenylenebis(4-toluenesulfonate)